The molecule is a 1,2-diacyl-sn-glycero-3-phosphoethanolamine in which the 1- and 2-acyl groups are specified as hexadecanoyl (palmitoyl) and 9Z-octadecenoyl (oleoyl) respectively. It has a role as a mouse metabolite. It derives from a hexadecanoic acid and an oleic acid. It is a tautomer of a 1-hexadecanoyl-2-(9Z-octadecenoyl)-sn-glycero-3-phosphoethanolamine zwitterion. CCCCCCCCCCCCCCCC(=O)OC[C@H](COP(=O)(O)OCCN)OC(=O)CCCCCCC/C=C\\CCCCCCCC